C(C)(C)(C)OC(=O)N1[C@H]2CN(C[C@@H]1CC2)C=2C1=C(N=C(N2)SC)C(=C(N=C1)C1=C(C(=CC(=C1C(F)(F)F)C)N)C#N)F (1r,5s)-3-(7-(3-amino-2-cyano-5-methyl-6-(trifluoromethyl)phenyl)-8-fluoro-2-(methylthio)pyrido[4,3-d]pyrimidin-4-yl)-3,8-diazabicyclo[3.2.1]octane-8-carboxylic acid tert-butyl ester